C(=C)OCCCCC=1C(=C(C(=C(C1C(=O)[O-])C(=O)[O-])CCCCOC=C)C(=O)[O-])CCCCOC=C tris[4-(vinyloxy) butyl]Trimellitate